(S)-3,3'-bis(2,4,6-triisopropylphenyl)-1,1'-binaphthyl-2,2'-diyl hydrogen phosphate CC(C)C1=CC(=C(C(=C1)C(C)C)C2=CC3=CC=CC=C3C4=C2OP(=O)(OC5=C4C6=CC=CC=C6C=C5C7=C(C=C(C=C7C(C)C)C(C)C)C(C)C)O)C(C)C